FC=1C(=C(C(=NC1)OC)I)C 5-fluoro-3-iodo-2-methoxy-4-methylpyridine